Nε-Acryloyl-l-lysine C(C=C)(=O)NCCCC[C@H](N)C(=O)O